N1(C=NC=C1)CC=1N=NN(C1)CC1=CC=C(C(=O)C2=CC=CC=C2)C=C1 4-[4-(1H-imidazol-1-yl)methyl-1H-1,2,3-triazol-1-yl]methylbenzophenone